1-(4-bromophenyl)-3-phenyl-1H-pyrazol-5-amine BrC1=CC=C(C=C1)N1N=C(C=C1N)C1=CC=CC=C1